ClC1=C(C(=O)P(CC(CC(C)(C)C)C)(C(C2=C(C=CC=C2Cl)Cl)=O)=O)C(=CC=C1)Cl bis(2,6-dichlorobenzoyl)(2,4,4-trimethylpentyl)phosphine oxide